IC1=CC=C(OCCNC(OC(C)(C)C)=O)C=C1 tert-butyl (2-(4-iodophenoxy)-ethyl)carbamate